C(C)(C)SC(C1=CC(=C(OCC=2OC3=C(N2)C(=CC=C3)C)C=C1)OC)SC(C)C 2-(4-(bis(isopropylsulfanyl)methyl)-2-methoxyphenoxy)methyl-4-methylbenzo[d]oxazole